NCCC[P+](C1=CC=CC=C1)(C1=CC=CC=C1)C1=CC=CC=C1 (3-aminopropyl)triphenylphosphonium